CC1=NOC(=C1C=1C=C2C(=NC1)C(=CN2C(C)C2=CC=CC=C2)C2=CN=CO2)C 3,5-dimethyl-4-[3-oxazol-5-yl-1-(1-phenylethyl)pyrrolo[3,2-b]pyridin-6-yl]isoxazole